4-(1-((4-(trifluoromethyl)phenyl)sulfonyl)-1H-pyrrolo[2,3-c]pyridin-4-yl)benzonitrile FC(C1=CC=C(C=C1)S(=O)(=O)N1C=CC=2C1=CN=CC2C2=CC=C(C#N)C=C2)(F)F